1-(7-(dimethylamino)-2-methyl-5-(thiazol-2-yl)-1H-indol-3-yl)ethan-1-one CN(C=1C=C(C=C2C(=C(NC12)C)C(C)=O)C=1SC=CN1)C